5-methyl-1-(benzenesulfonyl)-6-(trifluoromethyl)-1H-indole CC=1C=C2C=CN(C2=CC1C(F)(F)F)S(=O)(=O)C1=CC=CC=C1